BrC1=CC=C2C=CC(=CC2=C1)C(=O)C1C(N(C[C@H](C1)C)C(=O)OC(C)(C)C)=O tert-butyl (5S)-3-(7-bromonaphthalene-2-carbonyl)-5-methyl-2-oxo-piperidine-1-carboxylate